N[C@@]1(CN(CCC1)O[C@H](CC1=[N+](C=CC=C1)[O-])CC(=O)O)CC1=CC=C(C=C1)Cl ((R)-3-((R)-3-amino-3-(4-chlorobenzyl)piperidin-1-yl)-2-(carboxymethyl)-3-oxapropyl)pyridine 1-oxide